N-[5-[4-(3-chloro-2-fluoro-anilino)quinazolin-6-yl]-3-pyridyl]methanesulfonamide methyl-(R)-2-(2-(trifluoromethyl)piperazin-1-yl)acetate trifluoroacetate FC(C(=O)O)(F)F.COC(CN1[C@H](CNCC1)C(F)(F)F)=O.ClC=1C(=C(NC2=NC=NC3=CC=C(C=C23)C=2C=C(C=NC2)NS(=O)(=O)C)C=CC1)F